5-(N-(4-chloro-2-((N-(furan-2-ylmethyl)piperidin-1-carboxamido)methyl)phenyl)-N-ethylsulfamoyl)-3-Methylbenzofuran-2-carboxylic acid ethyl ester C(C)OC(=O)C=1OC2=C(C1C)C=C(C=C2)S(N(CC)C2=C(C=C(C=C2)Cl)CN(C(=O)N2CCCCC2)CC=2OC=CC2)(=O)=O